1-(4-(2-((5-(1H-pyrazol-4-yl)thiazolo[5,4-b]-pyridin-2-yl)amino)-pyridin-4-yl)piperazin-1-yl)-3-(pyrrolidin-1-yl)-propan-1-one N1N=CC(=C1)C1=CC=C2C(=N1)SC(=N2)NC2=NC=CC(=C2)N2CCN(CC2)C(CCN2CCCC2)=O